3-(4-bromo-3-methoxyphenyl)oxazolidin-2-one BrC1=C(C=C(C=C1)N1C(OCC1)=O)OC